N-((1r,4r)-4-(Benzylamino)cyclohexyl)-6-morpholinopyridine-3-sulfonamide C(C1=CC=CC=C1)NC1CCC(CC1)NS(=O)(=O)C=1C=NC(=CC1)N1CCOCC1